methyl (2S)-5-amino-6-bromo-2-methyl-1,2,3,4-tetrahydroquinoline-1-carboxylate NC1=C2CC[C@@H](N(C2=CC=C1Br)C(=O)OC)C